(2-(3-methyloxetan-3-yl)acetoyloxy)methyl (R)-1-(2-chlorophenyl)-2-oxocyclohexylmethylcarbamate ClC1=C(C=CC=C1)[C@@]1(C(CCCC1)=O)CNC(OCOC(CC1(COC1)C)=O)=O